O1CCC2=NC(=CC=C21)CN2C(C1=CC=C(C=C1C=N2)SC=2C=NN(C2)C2OCCCC2)=O 2-((2,3-dihydrofuro[3,2-b]pyridin-5-yl)methyl)-6-(1-(tetrahydro-2H-pyran-2-yl)-1H-pyrazol-4-ylsulfanyl)phthalazin-1(2H)-one